N(C)CC(=O)OC(CCCCC)=O.[Na] sodium caproyl sarcosinate